(3,3-difluoro dihydro-1'h,3'h-spiro[cyclobutane-1,2'-pyrrolizine]-7a'(5'h)-yl) benzoate C(C1=CC=CC=C1)(=O)OC12CCCN2CC2(C1)CC(C2)(F)F